(R)-N-((5-cyclohexylpyrazin-2-yl)methyl)-N-(4-oxo-3,4-dihydroquinazolin-7-yl)-1-((perfluorophenyl)sulfonyl)azetidine-2-carboxamide C1(CCCCC1)C=1N=CC(=NC1)CN(C(=O)[C@@H]1N(CC1)S(=O)(=O)C1=C(C(=C(C(=C1F)F)F)F)F)C1=CC=C2C(NC=NC2=C1)=O